2-(3-chloro-4-methoxyphenyl)-7-[(3S)-3-methylpiperazin-1-yl]-4H-pyrido[1,2-a]pyrimidin-4-one ClC=1C=C(C=CC1OC)C=1N=C2N(C(C1)=O)C=C(C=C2)N2C[C@@H](NCC2)C